S1N=NC2=C1C=CC=C2 1,2,3-benzothiadiazol